trans-4-[(tert-butoxycarbonyl)amino]cyclohexane-1-carboxylic acid C(C)(C)(C)OC(=O)N[C@@H]1CC[C@H](CC1)C(=O)O